ClC1C(C2=CC(=CC=C2CC1)OC)=O 2-chloro-7-methoxy-3,4-dihydronaphthalen-1(2H)-one